C(C=C)(=O)OCCCCCCOC=1C=C2C=CC(=CC2=CC1)C(=O)[O-] 6-(6-prop-2-enoyloxyhexoxy)naphthalene-2-carboxylate